4-(1-fluoro-1-((3-fluorophenyl)sulfonyl)ethyl)-N-(pyridin-3-yl)piperidine-1-carboxamide FC(C)(S(=O)(=O)C1=CC(=CC=C1)F)C1CCN(CC1)C(=O)NC=1C=NC=CC1